C(C)(C)(C)OC(=O)N1C[C@H](CCC1)OC1=CC(=C(C(=C1)F)[C@H]1N([C@@H](CC2=C1NC1=CC=CC=C21)C)CC(C)(C)F)F (S)-3-(3,5-difluoro-4-((1R,3R)-2-(2-fluoro-2-methylpropyl)-3-methyl-2,3,4,9-tetrahydro-1H-pyrido[3,4-b]indol-1-yl)phenoxy)piperidine-1-carboxylic acid tert-butyl ester